CN(C(COC=1C=C(C=CC1OC1=CC=CC=C1)N1C(N(C(NC1=O)=O)C1=CC=CC=C1)=O)=O)C 1-{3-[2-(Dimethylamino)-2-oxoethoxy]-4-phenoxyphenyl}-3-phenyl-1,3,5-triazinan-2,4,6-trion